CNC1=NC=C(C=N1)CN1CCC2=CC=C(C=C12)C(=O)NC1=CC(=C(C=C1)CN1CCN(CC1)C)C(F)(F)F 1-((2-(methylamino)pyrimidin-5-yl)methyl)-N-(4-((4-methylpiperazin-1-yl)methyl)-3-(trifluoromethyl)phenyl)indoline-6-carboxamide